ClC1=C(C=CC=C1)S(=O)(=O)N(C1=CC(=CC=C1)CN1CCN(CC1)CC1=NC=CC=C1)S(=O)(=O)C1=C(C=CC=C1)Cl 2-chloro-N-((2-chlorophenyl)sulfonyl)-N-(3-((4-(pyridin-2-ylmethyl)piperazin-1-yl)methyl)phenyl)benzenesulfonamide